6-fluoro-4-(2-methylmorpholino)pyridin-3-amine FC1=CC(=C(C=N1)N)N1CC(OCC1)C